(1H-indol-3-yl)propanal tert-butyl-(S)-3-((1,1-dioxido-3-(5-(pyrimidin-4-yl)-4H-1,2,4-triazol-3-yl)tetrahydrothiophen-3-yl)amino)benzoate C(C)(C)(C)OC(C1=CC(=CC=C1)N[C@]1(CS(CC1)(=O)=O)C1=NN=C(N1)C1=NC=NC=C1)=O.N1C=C(C2=CC=CC=C12)C(C=O)C